1-(5-(4-amino-1-(1-(oxetan-3-yl)piperidin-4-yl)-1H-pyrazolo[3,4-d]pyrimidin-3-yl)-imidazo[1,2-a]pyridin-8-yl)-3-(5-(1-(trifluoromethyl)cyclopropyl)isoxazol-3-yl)urea NC1=C2C(=NC=N1)N(N=C2C2=CC=C(C=1N2C=CN1)NC(=O)NC1=NOC(=C1)C1(CC1)C(F)(F)F)C1CCN(CC1)C1COC1